C(C)C1NC2=CC=C(C=C2C(C1)=O)C(F)(F)F 2-ethyl-6-(trifluoromethyl)-2,3-dihydroquinolin-4(1H)-one